6-chloro-8-((1S,2S)-2-(4-(2,2,2-trifluoroethoxy)phenyl)cyclopropyl)imidazo[1,2-b]pyridazine ClC=1C=C(C=2N(N1)C=CN2)[C@@H]2[C@H](C2)C2=CC=C(C=C2)OCC(F)(F)F